(E)-3-(3,4-dihydroxyphenyl)-N-((1-(3-nitrobenzyl)-1H-1,2,3-triazol-4-yl)methyl)acrylamide OC=1C=C(C=CC1O)/C=C/C(=O)NCC=1N=NN(C1)CC1=CC(=CC=C1)[N+](=O)[O-]